2-(2-Fluoro-5-isopropyl-8-oxothieno[2',3':4,5]pyrrolo[1,2-d][1,2,4]triazin-7(8H)-yl)-N-(pyridin-3-yl)acetamid FC1=CC2=C(C=C3N2C(=NN(C3=O)CC(=O)NC=3C=NC=CC3)C(C)C)S1